C(C)(C)(C)C=[SiH]OC=C tert-butylmethylene(vinyloxy)silane